OCC(C1=NC=CC=C1)NC(=O)C=1C=C2C=3C(N(C2=CC1)C1=CC=C(C=C1)C(F)(F)F)=NN(C3)C N-[2-hydroxy-1-(pyridin-2-yl)ethyl]-2-methyl-8-[4-(trifluoromethyl)phenyl]-2h,8h-pyrazolo[3,4-b]indole-5-carboxamide